NCCCO[Si](C)(C)CCCN aminoethyl-aminopropyl-dimethyl-methoxysilane